2-undecyl-1-pentadecanol C(CCCCCCCCCC)C(CO)CCCCCCCCCCCCC